diisobutylmethylene(cyclopentadienyl)(2,7-di-(4-tert-butylphenyl)-3,6-di-tert-butylfluorenyl)zirconium dichloride [Cl-].[Cl-].C(C(C)C)C(CC(C)C)=[Zr+2](C1=C(C(=CC=2C3=CC(=C(C=C3CC12)C1=CC=C(C=C1)C(C)(C)C)C(C)(C)C)C(C)(C)C)C1=CC=C(C=C1)C(C)(C)C)C1C=CC=C1